FC(C(C(=O)N1CCOC2=C(C1)C=NC=C2C#N)(C)C)C 4-(3-fluoro-2,2-dimethyl-butyryl)-3,5-dihydro-2H-pyrido[3,4-f][1,4]oxaazepine-9-Carbonitrile